C(C)OCCN1N=CC(=C1)NC=1C=C(NN1)C1=CC=C(C=C1)N1C(NCC1)=O 1-(4-{5-[1-(2-Ethoxy-ethyl)-1H-pyrazol-4-ylamino]-2H-pyrazol-3-yl}-phenyl)-imidazolidin-2-one